tert-butyl 3-((tert-butoxycarbonyl)oxy)-6-((7-((4-(N-(tert-butoxycarbonyl)propan-2-ylsulfonimidoyl)phenyl)amino)-2,6-naphthyridin-1-yl)ethynyl)-3-methyl-2-oxoindoline-1-carboxylate C(C)(C)(C)OC(=O)OC1(C(N(C2=CC(=CC=C12)C#CC1=NC=CC2=CN=C(C=C12)NC1=CC=C(C=C1)S(=O)(=NC(=O)OC(C)(C)C)C(C)C)C(=O)OC(C)(C)C)=O)C